OC1C(OCC1(CO)O)OC1C(OC(C(C1O)O)CO)OC1=CC=C(C=C1)C=CCC1=C(C=C(C=C1)O)O 3-[4-[3-[3,4-Dihydroxy-4-(hydroxymethyl)oxolan-2-yl]oxy-4,5-dihydroxy-6-(hydroxymethyl)oxan-2-yl]oxyphenyl]-1-(2,4-dihydroxyphenyl)prop-2-en